(2S,4R)-1-[(2S)-2-amino-3,3-dimethylbutyryl]-4-hydroxy-N-[(1S)-1-phenylethyl]Pyrrolidine-2-carboxamide N[C@H](C(=O)N1[C@@H](C[C@H](C1)O)C(=O)N[C@@H](C)C1=CC=CC=C1)C(C)(C)C